C(C)OC1=CC=2N(C=C1C(=O)NC1=CC=C(N=N1)N1C[C@@H](N(CC1)C(=O)OC(C)(C)C)C)C=C(N2)C tert-butyl (S)-4-(6-(7-ethoxy-2-methylimidazo[1,2-a]pyridine-6-carboxamido)pyridazin-3-yl)-2-methylpiperazine-1-carboxylate